1-(prop-2-yn-1-yl)piperidine-4-sulfonamide C(C#C)N1CCC(CC1)S(=O)(=O)N